OC=1C=2C(N(C(C1)=O)C([2H])([2H])[2H])=CN(N2)C2OCCCC2 7-hydroxy-4-(methyl-d3)-2-(tetrahydro-2H-pyran-2-yl)-2,4-dihydro-5H-pyrazolo[4,3-b]pyridin-5-one